(S)-N-(7-chloro-6-(1-(oxetan-3-yl)piperidin-4-yl)isoquinolin-3-yl)tetrahydro-2H-pyran-2-carboxamide ClC1=C(C=C2C=C(N=CC2=C1)NC(=O)[C@H]1OCCCC1)C1CCN(CC1)C1COC1